tert-Butyl 3-(6-(5-Bromo-1-methyl-2-oxo-1,2-dihydropyridin-3-ylamino)pyridine-3-yl)azetidine-1-carboxylate BrC=1C=C(C(N(C1)C)=O)NC1=CC=C(C=N1)C1CN(C1)C(=O)OC(C)(C)C